FC(C(=O)O)(F)F.FC(C(=O)O)(F)F.CC(CCC(=O)N)C 4-methylpentanamide ditrifluoroacetate